BrC1=CC=C(C=C1)C=1N=CC2=CC=CC=C2C1 3-(4-bromophenyl)isoquinoline